D-7-chloro-N-[(3R)-1-ethyl-3-piperidinyl]-1-methyl-pyrazolo[3,4-D]pyridazin-4-amine ClC=1N=NC(=C2C1N(N=C2)C)N[C@H]2CN(CCC2)CC